C(CCCCCCCCCCCCCCC(=O)[O-])(=O)[O-] hexadecanedioic acid anion